NC=1C2=C(N=C(N1)F)N(C=C2)[C@@H]2O[C@@H]([C@H]([C@H]2O)O)CSCC=2C(=NOC2C2=CC=CC=C2)C (2R,3R,4S,5S)-2-(4-Amino-2-fluoro-7H-pyrrolo[2,3-d]pyrimidin-7-yl)-5-((((3-methyl-5-phenylisoxazol-4-yl)methyl)thio)methyl)tetrahydrofuran-3,4-diol